C(CCCCCCCCCCC)C1C(=O)OC(C1)=O dodecanyl-succinic anhydride